(5S)-2-(2-Fluorophenyl)-5-methyl-6,7-dihydro-5H-pyrazolo[5,1-b][1,3]oxazine-3-carboxylic acid FC1=C(C=CC=C1)C1=NN2C(O[C@H](CC2)C)=C1C(=O)O